ClC1=C(C=CC=C1C1=C(C(=NC=C1)C=1C=NC(=C(C1)OC)CN[C@H]1C(OCC1)=O)Cl)C1=CC=C(C(=N1)OC)CNC[C@@H]1CCC(N1)=O (S)-5-((((6-(2-chloro-3-(3-chloro-5'-methoxy-6'-((((R)-2-oxotetrahydrofuran-3-yl)amino)methyl)-[2,3'-bipyridin]-4-yl)phenyl)-2-methoxypyridin-3-yl)methyl)amino)methyl)pyrrolidin-2-one